N1C(CSCC1)C(=O)N 3-Thiomorpholinecarboxamide